N-(4-((4-amino-2-butyl-7-isopropoxy-1H-imidazo[4,5-d]pyridazin-1-yl)methyl)benzyl)-3-(2-methoxyethoxy)propenamide NC1=C2C(=C(N=N1)OC(C)C)N(C(=N2)CCCC)CC2=CC=C(CNC(C=COCCOC)=O)C=C2